C(C(=O)[O-])(=O)[O-].[Fe+2].FC(COCCO)(F)F 2-(2,2,2-trifluoroethoxy)ethanol iron(II) oxalate